C1(CC=C(CC1)C(C)C)(C)O para-menth-3-en-1-ol